FC=1C=C(C=CC1)C=1C=C(SC1)C 4-(3-fluorophenyl)-2-methylthiophene